C(C1=CC=CC=C1)N1N=C2C(N(CCC2=C1Cl)[C@@H]1C(N(C2=C(OC1)C=CC(=C2)C#CCO)C)=O)=O (S)-3-(2-benzyl-3-chloro-7-oxo-2,4,5,7-tetrahydro-6H-pyrazolo[3,4-c]pyridin-6-yl)-7-(3-hydroxypropan-1-yn-1-yl)-5-methyl-2,3-dihydrobenzo[b][1,4]oxazepin-4(5H)-one